CS(=O)(=O)C=1C=C(SC1)C(=O)O 4-(methylsulfonyl)thiophene-2-carboxylic acid